[PH2]([S-])=S.[Cd+2].[PH2]([S-])=S cadmium dithiophosphinate